[Pd].[Pd].C(C1=CC=CC=C1)CC(=O)O benzylacetic acid dipalladium